2-(2-(pyrrolidin-1-yl)-4-(o-tolyl)pyridin-3-yl)-1H-benzo[d]imidazole N1(CCCC1)C1=NC=CC(=C1C1=NC2=C(N1)C=CC=C2)C2=C(C=CC=C2)C